sodium 2,2'-butylidene-bis(4,6-dimethylphenyl) phosphate P1(=O)(OC2=C(C=C(C=C2C)C)C(CCC)C2=C(C(=CC(=C2)C)C)O1)[O-].[Na+]